(S)-4,5-dihydrobenzo[b]imidazo[1,2-d][1,4]oxazepine-4-amine C1=CN=C2N1C1=C(OC[C@H]2N)C=CC=C1